butyl 4-[(4-{2-[(4aS,5aR)-5,5-difluoro-5a-methyl-1-(oxan-2-yl)-4H,4aH,6H-cyclopropa[f]indazol-3-yl]-1H-indole-6-carbonyl}piperazin-1-yl)methyl]piperidine-1-carboxylate FC1([C@H]2CC=3C(=NN(C3C[C@]21C)C2OCCCC2)C=2NC1=CC(=CC=C1C2)C(=O)N2CCN(CC2)CC2CCN(CC2)C(=O)OCCCC)F